3-bromopropan-1-ol BrCCCO